CN(C(=O)CN1N=C(C=C1C)NC1=NC=C2CCN(CC2=C1)C(=O)OC(C)(C)C)C tert-butyl 7-({1-[(dimethylcarbamoyl)methyl]-5-methyl-1H-pyrazol-3-yl}amino)-1,2,3,4-tetrahydro-2,6-naphthyridine-2-carboxylate